C1(CC1)C=1C=CC=2N(C1)C(=CN2)C(=O)NC=2C=C(C=C(C2C)F)C2=NOC(=N2)C2CN(C2)C(=O)OC methyl 3-(3-(3-(6-cyclopropylimidazo[1,2-a]pyridine-3-carboxamido)-5-fluoro-4-methylphenyl)-1,2,4-oxadiazol-5-yl)azetidine-1-carboxylate